N-(4-bromo-3-cyclopropylsulfonyl-phenyl)carbamic acid tert-butyl ester C(C)(C)(C)OC(NC1=CC(=C(C=C1)Br)S(=O)(=O)C1CC1)=O